5-chloro-N-(3-chloro-5-(1H-1,2,3-triazol-5-yl)phenyl)-2-(1,1-dioxidoisothiazolidin-2-yl)isonicotinamide ClC1=CN=C(C=C1C(=O)NC1=CC(=CC(=C1)C1=CN=NN1)Cl)N1S(CCC1)(=O)=O